(1-Methylpiperidin-4-yl)-N-(4-phenylbut-3-yn-1-yl)-1H-imidazole-1-carboxamide CN1CCC(CC1)C=1N(C=CN1)C(=O)NCCC#CC1=CC=CC=C1